C(OCOC=1C(C=CN2N([C@H]3N(C(C21)=O)CCOC3)[C@@H](C3=C(C=CC=C3)SC)C3=CC(=C(C=C3)F)F)=O)(OC)=O ({(12aR)-12-[(R)-(3,4-difluorophenyl)(2-methylsulfanylphenyl)methyl]-6,8-dioxo-3,4,12,12a-tetrahydro-1H-[1,4]oxazino[3,4-c]pyrido[2,1-f][1,2,4]triazin-7-yl}oxy)methyl methyl carbonate